C1=CC=CC=2C3=CC=CC=C3C(C12)COC(=O)N[C@@H](C(C)C)C(=O)O[C@@H](CC(=O)OCC[Si](C)(C)C)\C=C\CCO[Si](C1=CC=CC=C1)(C1=CC=CC=C1)C(C)(C)C 2-(Trimethylsilyl)ethyl (S,E)-3-(((((9H-fluoren-9-yl)methoxy)carbonyl)-L-valyl)oxy)-7-((tert-butyldiphenylsilyl)oxy)hept-4-enoate